5-(hydroxymethyl)-2-methylphenol OCC=1C=CC(=C(C1)O)C